C(CCCCCCCCCCCCCCCCCCCCC)(=O)OCC(COC(CCCCCCCCCCCCCCCCCCCCC)=O)(COCC(COC(CCCCCCCCCCCCCCCCCCCCC)=O)(COC(CCCCCCCCCCCCCCCCCCCCC)=O)COC(CCCCCCCCCCCCCCCCCCCCC)=O)COC(CCCCCCCCCCCCCCCCCCCCC)=O dipentaerythritol hexabehenate